S1C=CC=2NC(=CC21)C(=O)N 4H-thieno[3,2-b]pyrrole-5-carboxamide